COC=1C=C(C=CC1)N1C(C=CC1=O)=O 1-(3-methoxyphenyl)-1H-pyrrole-2,5-dione